ClC1=C(C=C(C=N1)[C@H](C)N1C[C@H](NCC1)C1=C(C=CC=C1)C)OC (R)-1-((S)-1-(6-chloro-5-methoxypyridin-3-yl)ethyl)-3-(o-tolyl)piperazine